7-(2-((2-ethylphenyl)amino)-5-methylpyridin-4-yl)-2-(5-fluoro-2-(hydroxymethyl)benzyl)-3,4-dihydropyrrolo[1,2-a]pyrazin-1(2H)-one C(C)C1=C(C=CC=C1)NC1=NC=C(C(=C1)C=1C=C2N(CCN(C2=O)CC2=C(C=CC(=C2)F)CO)C1)C